CC1=NOC(=C1CN1C(=NC2=NC=C(C=C21)C=2C=CN1N=CN=C(C12)OC)C)C 1-((3,5-dimethyl-1,2-oxazol-4-yl)methyl)-6-(4-methoxypyrrolo[2,1-f][1,2,4]triazin-5-yl)-2-methyl-1H-imidazo[4,5-b]pyridine